C(=O)C1=C(N(C=2N=C(SC21)S(=O)(=O)C2=CC=C(C)C=C2)C)C(=O)O 6-formyl-4-methyl-2-tosyl-4H-pyrrolo[2,3-d]thiazole-5-carboxylic acid